NC1=NC(=NN2C1=NC=C2CC=2C=C(C(=NC2)N2CCC(CC2)CN(CCN(C(OC(C)(C)C)=O)C)C)C)N[C@@H](C)CCC tert-butyl (S)-(2-(((1-(5-((4-amino-2-(pentan-2-ylamino)imidazo[2,1-f][1,2,4]triazin-7-yl)methyl)-3-methylpyridin-2-yl)piperidin-4-yl)methyl)(methyl)amino)ethyl)(methyl)carbamate